copper (II) chloride tert-butyl-(6r,9r)-9-(2-((4-cyanophenyl)(3-fluoro-4-methoxybenzyl)amino)ethyl)-1,8,10-trioxa-4-azaspiro[5.5]undecane-4-carboxylate C(C)(C)(C)OC(=O)N1CCOC2(C1)COC(OC2)CCN(CC2=CC(=C(C=C2)OC)F)C2=CC=C(C=C2)C#N.[Cu](Cl)Cl